ClC=1C(=NC=CC1)N1N=C(C=C1C(=O)NC=1C(=CC=2N(C1C(=O)NC(CC)CC)N=CC2)C)OC 6-(1-(3-Chloropyridin-2-yl)-3-methoxy-1H-pyrazol-5-carboxamido)-5-methyl-N-(pentan-3-yl)pyrazolo[1,5-a]pyridin-7-carboxamid